ClC1=C(OC=2C(=NC=CC2)OCC(=O)OCC)C=C(C(=C1)F)N1C(N(C(=CC1=O)C(F)(F)F)C)=O ethyl [3-[2-chloro-4-fluoro-5-(1-methyl-6-trifluoromethyl-2,4-dioxo-1,2,3,4-tetrahydropyrimidin-3-yl)phenoxyl]-2-pyridyloxy]acetate